COC(=O)C1=CC=C(C=2OCOC21)C2=C(C(=CC=C2)C)C 7-(2,3-Dimethylphenyl)benzo[d][1,3]dioxole-4-carboxylic acid methyl ester